ethylhexyl pelargonate CCCCCCCCC(=O)OCC(CC)CCCC